ClC1=CC=C2C(=N1)CN(C21CCN(CC1)C(C)=O)C 1-(2'-chloro-6'-methyl-6',7'-dihydrospiro[piperidine-4,5'-pyrrolo[3,4-b]pyridin]-1-yl)ethan-1-one